1-(2-((2S,4R)-2-(benzo[d]thiazol-6-ylcarbamoyl)-4-fluoropyrrolidin-1-yl)-2-oxoethyl)-5-(pyridazin-4-yl)-1H-indazole-3-carboxamide S1C=NC2=C1C=C(C=C2)NC(=O)[C@H]2N(C[C@@H](C2)F)C(CN2N=C(C1=CC(=CC=C21)C2=CN=NC=C2)C(=O)N)=O